NC1=CC(=CC=2SC3=CC=CC=C3NC12)C(=O)NCCN1CCOCC1 1-Amino-N-(2-morpholinoethyl)-10H-phenothiazine-3-carboxamide